C(C1=CC=CC=C1)OC=1C=CC=C2CC(C12)(O)C 5-(benzyloxy)-7-methylbicyclo[4.2.0]oct-1,3,5-trien-7-ol